ClC1=CC=C(C=C1)S(=O)(=O)N=C=O 4-chlorobenzenesulfonyl isocyanate